8-[1-(difluoromethyl)-1H-pyrazol-4-yl]-N,N-bis[(4-methoxyphenyl)methyl]-2-(morpholin-4-yl)pyrazolo[1,5-a][1,3,5]triazin-4-amine FC(N1N=CC(=C1)C=1C=NN2C1N=C(N=C2N(CC2=CC=C(C=C2)OC)CC2=CC=C(C=C2)OC)N2CCOCC2)F